C(C)(C)(C)OC(=O)N1CCOCCC1=O.C(C)OC1=CC=C(C=C1)C1=CN=CC(=N1)C(=O)N/N=C/C1=CC=NC=C1 (E)-6-(4-ethoxyphenyl)-N'-(pyridin-4-ylmethylene)pyrazine-2-carbohydrazide tert-butyl-5-oxo-1,4-oxazepane-4-carboxylate